N'-(2-chloro-4-hydroxy-phenyl)-4-[(5-hydroxy-2-adamantyl)amino]-6-(1H-pyrazol-4-yl)-pyrrolo[1,2-b]pyridazine-3-carboxamidine ClC1=C(C=CC(=C1)O)N=C(N)C1=C(C=2N(N=C1)C=C(C2)C=2C=NNC2)NC2C1CC3CC(CC2C3)(C1)O